FC(C(=O)O)(F)F.FC1=C(CC2CC3(CNC3)C2)C(=CC=C1)F 6-(2,6-difluorobenzyl)-2-azaspiro[3.3]Heptane 2,2,2-trifluoroacetate